C/C(/CC(=O)Cl)=C\C (E)-2-Methylbut-2-enecarbonyl chloride